1-[6-(trifluoromethyl) pyrimidin-4-yl]Vinyl ketone FC(C1=CC(=NC=N1)C(=C)C(=O)C(=C)C1=NC=NC(=C1)C(F)(F)F)(F)F